NC1=C(C=C(CN2C3=C(C(=C(C2=O)O)C(=O)O)SC=C3)C=C1)Cl 4-(4-amino-3-chlorobenzyl)-6-hydroxy-5-oxo-4,5-dihydrothieno[3,2-b]pyridine-7-carboxylic acid